4-(2-hydroxy-prop-2-yl)thiazole-2-sulfonamide OC(C)(C)C=1N=C(SC1)S(=O)(=O)N